5-(5-amino-3-(3-fluoro-4-(4-methylpiperazin-1-yl)phenylamino)-1H-1,2,4-triazol-1-yl)-1,6-naphthyridin-2(1H)-one NC1=NC(=NN1C1=C2C=CC(NC2=CC=N1)=O)NC1=CC(=C(C=C1)N1CCN(CC1)C)F